4-chloro-3-(1,2,3,4-tetrahydroquinoline-1-carbonyl)-N-(3-(trifluoromethyl)phenyl)benzenesulfonamide ClC1=C(C=C(C=C1)S(=O)(=O)NC1=CC(=CC=C1)C(F)(F)F)C(=O)N1CCCC2=CC=CC=C12